Cl.C(C1=CC=CC=C1)O[C@H]([C@@H](N)C(=O)OC)C methyl O-benzyl-D-threoninate hydrochloride